N-(4-amino-2-methoxy-5-nitrophenyl)-N-methylacetamide NC1=CC(=C(C=C1[N+](=O)[O-])N(C(C)=O)C)OC